FC1CN(C[C@@]2(CCO2)C1)C1=CC=NC=C1 8-fluoro-4-((R)-1-oxa-6-azaspiro[3.5]nonan-6-yl)pyridine